N-(3-(iso-hexoxy)propyl)-3-morpholinopropan-1-amine C(CCC(C)C)OCCCNCCCN1CCOCC1